ClC1=CC2=C(N=C(NC2=O)C2(CCN(CC2)C(=O)OC(C)(C)C)F)C=N1 tert-Butyl 4-(6-chloro-4-oxo-3,4-dihydropyrido[3,4-d]pyrimidin-2-yl)-4-fluoropiperidine-1-carboxylate